6-amino-1,3-dimethyl-5-[(2-pyridylthio)acetyl]-2,4(1H,3H)-pyrimidinedione NC1=C(C(N(C(N1C)=O)C)=O)C(CSC1=NC=CC=C1)=O